3-[3-Methyl-2-oxo-5-[1-[1-(4-piperidyl)cyclopropyl]-4-piperidyl]benzimidazol-1-yl]piperidine-2,6-dione CN1C(N(C2=C1C=C(C=C2)C2CCN(CC2)C2(CC2)C2CCNCC2)C2C(NC(CC2)=O)=O)=O